C(C=C)(=O)NCC(CC)S(=O)(=O)O α-acrylamidomethyl-propanesulphonic acid